2-[(3R,5R,8R,9R,10S,13S,14S,17S)-3-hydroxy-3,13-dimethyl-2,4,5,6,7,8,9,10,11,12,14,15,16,17-tetradecahydro-1H-cyclopenta[a]phenanthren-17-yl]-2-methyl-3-oxo-propanenitrile O[C@@]1(CC[C@@H]2[C@H]3CC[C@@]4([C@H](CC[C@H]4[C@@H]3CC[C@@H]2C1)C(C#N)(C=O)C)C)C